5-amino-2,2-dimethyl-2,3-dihydrofuran NC1=CCC(O1)(C)C